[1,2,3,4]tetrazolo[1,5-a]pyridine N=1N=NN2C1C=CC=C2